disodium oleate phosphate P(=O)([O-])([O-])O.C(CCCCCCC\C=C/CCCCCCCC)(=O)O.[Na+].[Na+]